6-(2-(pyrrolidin-1-yl)ethoxy)benzo[b]thiophene-2-carboxylic acid N1(CCCC1)CCOC=1C=CC2=C(SC(=C2)C(=O)O)C1